NCCN1CCC(CC1)N1C2=NC(=NC=C2N=C1NC1=CC(=CC(=C1)C(F)(F)F)Cl)NC(C)(C)C 9-(1-(2-aminoethyl)piperidin-4-yl)-N2-tert-butyl-N8-(3-chloro-5-(trifluoromethyl)phenyl)-9H-purine-2,8-diamine